ClC1=C(C(=O)O)C=CC(=C1)C1(CC1)NC(=O)C1(CCOCC1)N(CCOC1=CC=CC=C1)C 2-Chloro-4-[1-[[4-[methyl(2-phenoxyethyl)amino]tetrahydropyran-4-carbonyl]amino]cyclopropyl]benzoic acid